2-[[(2S,3R)-3-(tert-butoxycarbonylamino)-2-hydroxy-4-phenyl-butanoyl]amino]-3-tetrahydropyran-4-yl-propanoic acid C(C)(C)(C)OC(=O)N[C@@H]([C@@H](C(=O)NC(C(=O)O)CC1CCOCC1)O)CC1=CC=CC=C1